tert-butyl (1-(6-(3-cyano-4-fluorophenyl)-2-(methylthio)thiazolo[4,5-b]pyridin-5-yl)-2-(3,5-difluorophenyl)ethyl)carbamate C(#N)C=1C=C(C=CC1F)C=1C=C2C(=NC1C(CC1=CC(=CC(=C1)F)F)NC(OC(C)(C)C)=O)N=C(S2)SC